C(C(C)C)(=O)OC(C=C)=O acrylic isobutyric anhydride